4-(4-(5,6-dichloro-1H-benzo[d]imidazol-2-yl)phenoxy)phthalonitrile ClC1=CC2=C(NC(=N2)C2=CC=C(OC=3C=C(C(C#N)=CC3)C#N)C=C2)C=C1Cl